N-methyl-N-p-toluenesulfonylacetamide CN(C(C)=O)S(=O)(=O)C1=CC=C(C)C=C1